CCOCOCCCOCC 3,5,9-trioxaundecane